[NH4+].[K+].CC1=NOC(=C1C1=CC2=C(N(C(=N2)[C@H]2CCCC(N2)=O)[C@H]2CN(CC2)S(=O)(=O)C)C=C1)C (R)-6-(5-(3,5-dimethylisoxazol-4-yl)-1-((R)-1-(methylsulfonyl)pyrrolidin-3-yl)-1H-benzo[d]imidazol-2-yl)piperidin-2-one potassium monoammonium salt